4-(4-(((1r,3r,5r,7r)-adamantan-2-yl)carbamoyl)-5-(tert-butyl)-1H-pyrazol-1-yl)benzoic acid C12C(C3CC(CC(C1)C3)C2)NC(=O)C=2C=NN(C2C(C)(C)C)C2=CC=C(C(=O)O)C=C2